COC(C1=C(C=C(C(=C1)F)C1=CC=CC=2CN(COC21)C(C2=C(C=C(C=C2Cl)C=2C=NN(C2)C(CO)(C)C)Cl)=O)N2CCOCC2)=O 4-[3-[2,6-Dichloro-4-[1-(1-hydroxy-2-methylpropan-2-yl)pyrazol-4-yl]benzoyl]-2,4-dihydro-1,3-benzoxazin-8-yl]-5-fluoro-2-morpholin-4-ylbenzoic acid methyl ester